N1,N4-Dimethoxy-N1,N4-dimethylcubane-1,4-dicarboxamide CON(C(=O)C12C3C4C5(C3C1C5C24)C(=O)N(C)OC)C